Benzyl-dimethyl-[2-(4-phosphonooxy-1H-indol-3-yl)ethyl]azanium C(C1=CC=CC=C1)[N+](CCC1=CNC2=CC=CC(=C12)OP(=O)(O)O)(C)C